ethyl 5-bromo-3-methyl-1-((3-nitrophenyl) amino)-6-oxo-1,6-dihydropyridine-2-carboxylate BrC1=CC(=C(N(C1=O)NC1=CC(=CC=C1)[N+](=O)[O-])C(=O)OCC)C